(1R,5S,6R,7S)-N-(4-fluoro-3-(trifluoromethyl)phenyl)-7-(5-(3-hydroxyprop-1-yn-1-yl)-2-methoxybenzamido)bicyclo[3.2.0]heptane-6-carboxamide FC1=C(C=C(C=C1)NC(=O)[C@@H]1[C@H]2CCC[C@H]2[C@@H]1NC(C1=C(C=CC(=C1)C#CCO)OC)=O)C(F)(F)F